N1(C=NC=C1)C=1C=CC(=C(C1)O)C=1N=NC(=CN1)/C=C\1/C[C@@]2(CC[C@H](C1)N2)C 5-(1H-imidazol-1-yl)-2-(6-((E)-((1S,5R)-1-methyl-8-azabicyclo[3.2.1]octan-3-ylidene)methyl)-1,2,4-triazin-3-yl)phenol